5-(2,5-dichloropyridin-4-yl)-2-trityl-2,5-dihydro-4H-pyrazolo[4,3-c]pyridin-4-one ClC1=NC=C(C(=C1)N1C(C=2C(C=C1)=NN(C2)C(C2=CC=CC=C2)(C2=CC=CC=C2)C2=CC=CC=C2)=O)Cl